C(C1=C(C(=CC(=C1)C(C)(C)C)C(C)(C)C)OP(O)(O)=O)C1=C(C(=CC(=C1)C(C)(C)C)C(C)(C)C)OP(O)(O)=O 2,2'-methylene-bis(4,6-di-tert-butyl-phenyl-phosphoric acid)